OCC=1C(=NN(C1C(C)C)C1=CC=C(C=C1)CN1C(CCC1)=O)C(F)(F)F 1-[[4-[4-(hydroxymethyl)-5-isopropyl-3-(trifluoromethyl)pyrazol-1-yl]phenyl]methyl]pyrrolidin-2-one